6-amino-2-chloro-7-(3-methoxy-2,6-dimethylphenyl)-7H-pyrrolo[2,3-d]pyrimidine-5-carboxamide NC1=C(C2=C(N=C(N=C2)Cl)N1C1=C(C(=CC=C1C)OC)C)C(=O)N